2-[3-[(3aS,7aR)-5-tert-butoxycarbonyl-3,3a,4,6,7,7a-hexahydro-1H-pyrrolo[3,4-c]pyridin-2-yl]isoxazol-5-yl]-3-methyl-butanoic acid C(C)(C)(C)OC(=O)N1C[C@H]2[C@@H](CC1)CN(C2)C2=NOC(=C2)C(C(=O)O)C(C)C